CC1(OB(OC1(C)C)C(=C)C1=CC=C(C=C1)C(F)(F)F)C 4,4,5,5-tetramethyl-2-(1-(4-(trifluoromethyl)phenyl)vinyl)-1,3,2-dioxaborolane